C1=C(C=CC=2OC3=C(C21)C=CC=C3)[C@H](C)NC3=CN=C(N(C3=O)CC(=O)OCCCC)N3CC=2N(CC3)C(=NN2)C(F)(F)F butyl (S)-2-(5-((1-(dibenzo[b,d]furan-2-yl)ethyl)amino)-6-oxo-2-(3-(trifluoromethyl)-5,6-dihydro-[1,2,4]triazolo[4,3-a]pyrazin-7(8H)-yl)pyrimidin-1(6H)-yl)acetate